FC1(CCN(CC1)CC(=O)NC=1N=C2N(N=C(C=C2)C=2C=C(C(=NC2)C)C(=O)N[C@H](C)C2=C(C=CC(=C2)OC(F)(F)F)F)C1)F 5-{2-[2-(4,4-difluoropiperidin-1-yl)acetamido]-imidazo[1,2-b]pyridazin-6-yl}-N-[(1R)-1-[2-fluoro-5-(trifluoromethoxy)-phenyl]ethyl]-2-methylpyridine-3-carboxamide